2-(5-bromo-3-carbamoyl-1H-indol-1-yl)acetic acid tert-butyl ester C(C)(C)(C)OC(CN1C=C(C2=CC(=CC=C12)Br)C(N)=O)=O